N1(CCC1)C(=O)OCCOC1=CC2=C(OC[C@@H](C(N2C)=O)NC(=O)OC(C)(C)C)C=C1 (S)-2-((3-((tert-butoxycarbonyl)amino)-5-methyl-4-oxo-2,3,4,5-tetrahydrobenzo[b][1,4]oxazepin-7-yl)oxy)ethyl azetidine-1-carboxylate